FC(OC1=CC=C(OCC(=O)N)C=C1)F 2-(4-(difluoromethoxy)phenoxy)acetamide